C(C)(C)(C)NC(CN(C=1C2=C(N=C(N1)C1=NC(=CC=C1)OCCOC1OCCCC1)CCC2)C)=O N-tert-butyl-2-[methyl(2-[6-[2-(oxan-2-yloxy)ethoxy]pyridin-2-yl]-5H,6H,7H-cyclopenta[d]pyrimidin-4-yl)amino]acetamide